D-digitoxose O=CC[C@H](O)[C@H](O)[C@H](O)C